N,N-bis[carboxymethyl]glycine C(=O)(O)CN(CC(=O)O)CC(=O)O